Cl.C1(CC1)C1=NC=CC(=C1)C1=NSC(=N1)[C@H](C)N (1S)-1-[3-(2-cyclopropyl-4-pyridyl)-1,2,4-thiadiazol-5-yl]ethylamine hydrochloride